CCOC(=O)C(=C)CO ethyl α-(hydroxymethyl) acrylate